(S)-N-methyl-1-(3,4,8,9-tetrahydro-1H-furo[2,3-H]isochromen-1-yl)methylamine CNC[C@H]1OCCC2=CC=C3C(=C12)CCO3